ClC=1C(=C(NC2=C(NC3=C2C(NCC3)=O)C3=C(C=NC=C3)OC[C@H]3OCC3)C=CC1)OC 3-(3-chloro-2-methoxyanilino)-2-{3-[(2S)-oxetan-2-ylmethoxy]pyridin-4-yl}-1,5,6,7-tetrahydro-4H-pyrrolo[3,2-c]pyridin-4-on